FC1=CC=C(C=C1)N(C(=O)[C@H]1N(C[C@H](C1)O)C(=O)OC(C)(C)C)C tert-butyl (2S,4S)-2-[(4-fluorophenyl)(methyl)carbamoyl]-4-hydroxypyrrolidine-1-carboxylate